OC[C@H](C1=CC=CC=C1)NC1=CC(=NC=C1C1=NC(=NO1)C=1C=NC=CC1)NC=1C=C2C(N(C(C2=CC1)=O)C)(C)C (S)-5-((4-((2-hydroxy-1-phenylethyl)amino)-5-(3-(pyridin-3-yl)-1,2,4-oxadiazol-5-yl)pyridin-2-yl)amino)-2,3,3-trimethylisoindolin-1-one